zirconium (IV) isopropylcarboxylate C(C)(C)C(=O)[O-].[Zr+4].C(C)(C)C(=O)[O-].C(C)(C)C(=O)[O-].C(C)(C)C(=O)[O-]